ethyl 2-(4-(5-(2-methoxyethoxy) pyridin-2-yl) phenyl)-2-methylpropionate COCCOC=1C=CC(=NC1)C1=CC=C(C=C1)C(C(=O)OCC)(C)C